FC1=C(C=CC(=N1)C(=O)NC)N1CCN(CC1)C([2H])([2H])C=1C(=C2NC(C(=NC2=CC1)C)=O)F 6-fluoro-5-(4-((5-fluoro-2-methyl-3-oxo-4H-quinoxalin-6-yl)methyl-d2)piperazin-1-yl)-N-Methylpyridine-2-carboxamide